N=1N=CN2C1C=CC(=C2)/C=C/C(=O)NCCCCC2CCN(CC2)C(C2=CC=C(C=C2)N2CCN(CC2)CCCCCC#CC2=C1CN(C(C1=CC=C2)=O)C2C(NC(CC2)=O)=O)=O (E)-3-([1,2,4]triazolo[4,3-a]pyridin-6-yl)-N-(4-(1-(4-(4-(7-(2-(2,6-dioxopiperidin-3-yl)-1-oxoisoindolin-4-yl)hept-6-yn-1-yl)piperazin-1-yl)benzoyl)piperidin-4-yl)butyl)acrylamide